C(CCCC=C)N=C=S 5-HEXENYL ISOTHIOCYANATE